methacryloyl-oxymethyl-trimethoxysilane C(C(=C)C)(=O)OC[Si](OC)(OC)OC